(2S)-N-(1-(4-((1-fluorocyclopentyl)methoxy)phenyl)-2-hydroxy-2-methylpropyl)-2-phenylpropanamide FC1(CCCC1)COC1=CC=C(C=C1)C(C(C)(C)O)NC([C@@H](C)C1=CC=CC=C1)=O